tert-butyl 1-amino-29-(4-(4-(4-isobutylphenyl)butanamido)butyl)-27-oxo-3,6,9,12,15,18,21,24-octaoxa-28-azatriacontan-30-oate NCCOCCOCCOCCOCCOCCOCCOCCOCCC(NC(C(=O)OC(C)(C)C)CCCCNC(CCCC1=CC=C(C=C1)CC(C)C)=O)=O